CN1CCN(CC1)CC(C)O 1-(4-methyl-1-piperazinyl)-2-propanol